P(OCC(NC(C=C)=O)(NC(C=C)=O)NC(C=C)=O)([O-])=O triacrylamidoethyl phosphonate